N-(8'-(azetidin-1-yl)-4'H-spiro[cyclopropane-1,5'-naphtho[2,1-d]isoxazol]-3'-yl)-2,6-dimethoxy-4-(6-methyl-2,6-diazabicyclo[5.1.0]octane-2-carbonyl)benzenesulfonamide N1(CCC1)C1=CC=C2C3(CC=4C(=NOC4C2=C1)NS(=O)(=O)C1=C(C=C(C=C1OC)C(=O)N1C2CC2N(CCC1)C)OC)CC3